Cl.FC(S(=O)(=O)OC=1C=C2N(N1)CC[C@]21CNCC1)(F)F |r| (rac)-5',6'-dihydrospiro[pyrrolidine-3,4'-pyrrolo[1,2-b]pyrazol]-2'-yl trifluoromethanesulfonate hydrogen chloride